P(OC[C@H]1N(CCC1)C1=NC2=C(C(=CC=C2C(=C1)N1C=NC=C1)Cl)Cl)(O)=O ((S)-1-(7,8-Dichloro-4-(1H-Imidazol-1-Yl) Quinolin-2-Yl) Pyrrolidin-2-Yl)Methyl Hydrogen Phosphonate